Ethyl 5-(((1R)-1-((2R)-2-(azidomethyl)-5-fluoro-2-methyl-2,3-dihydrobenzofuran-7-yl)ethyl)amino)pyrazolo[1,5-a]pyrimidine-3-carboxylate N(=[N+]=[N-])C[C@@]1(OC2=C(C1)C=C(C=C2[C@@H](C)NC2=NC=1N(C=C2)N=CC1C(=O)OCC)F)C